FC1=NNC=C1C1=CC=2C3=C(OC(C2S1)=O)C(COC3)(C(C)C)O 8-(3-fluoro-1H-pyrazol-4-yl)-4-hydroxy-4-isopropyl-3,4-dihydro-1H,6H-pyrano[4,3-b]thieno[3,2-d]pyran-6-one